N-hydroxybutyl-glutarimide 2-cyclohexyl-acrylate C1(CCCCC1)C(C(=O)O)=C.OCCCCN1C(CCCC1=O)=O